N-[4-[2-[2-[(1r,4r)-(4-Aminocyclohexyl)amino]pyrimidin-4-yl]-5-methylphenoxy]-3-fluorophenyl]2-chlorobenzenesulfonamide NC1CCC(CC1)NC1=NC=CC(=N1)C1=C(OC2=C(C=C(C=C2)NS(=O)(=O)C2=C(C=CC=C2)Cl)F)C=C(C=C1)C